C(C1=CC=CC=C1)C1=NC(=NN1)C(=O)NC1CCC2=C(N(C1=O)C)C=C(C=C2)C#CC2(COC2)O (+)-5-Benzyl-N-(8-((3-hydroxyoxetan-3-yl)ethynyl)-1-methyl-2-oxo-2,3,4,5-tetrahydro-1H-benzo[b]azepin-3-yl)-1H-1,2,4-triazole-3-carboxamide